methyl (S)-2-((2-(2,6-difluoro-4-(4,4,5,5-tetramethyl-1,3,2-dioxaborolan-2-yl)phenyl)-7-methylimidazo[1,2-a]pyridin-3-yl)-methyl)morpholine-4-carboxylate FC1=C(C(=CC(=C1)B1OC(C(O1)(C)C)(C)C)F)C=1N=C2N(C=CC(=C2)C)C1C[C@H]1CN(CCO1)C(=O)OC